tert-butyl (E)-(2-((4-(4-bromophenyl)-5-oxo-4,5-dihydro-1H-1,2,4-triazol-1-yl)methyl)-3-fluoroallyl)carbamate BrC1=CC=C(C=C1)N1C=NN(C1=O)C\C(\CNC(OC(C)(C)C)=O)=C\F